N-(3-amino-4-(2-chloro-5-fluorophenoxy)-1-methyl-7-((1-methyl-1H-imidazol-4-yl)ethynyl)-1H-indazol-5-yl)-3-fluoro-5-(trifluoromethyl)benzamide NC1=NN(C2=C(C=C(C(=C12)OC1=C(C=CC(=C1)F)Cl)NC(C1=CC(=CC(=C1)C(F)(F)F)F)=O)C#CC=1N=CN(C1)C)C